(3-Methoxy-1-((4-methyl-4H-1,2,4-triazol-3-yl)methyl)-cyclobutyl)isoindolin-1-one COC1CC(C1)(CC1=NN=CN1C)N1C(C2=CC=CC=C2C1)=O